[Na+].CC(C(OC1=CC=C(C=C1)S(=O)(=O)NC1=C(C(=O)NCC(=O)[O-])C=CC=C1)=O)(C)C N-[2-[[[4-(2,2-dimethyl-1-oxo-propoxy)phenyl]sulfonyl]amino]benzoyl]-(S)-glycine monosodium salt